C(C1=CC=CC=C1)OC=1C=C(C=CC1)C(CC(C(=O)OC)=O)=O Methyl 4-[3-(benzyloxy)-phenyl]-2,4-dioxobutanoate